ClC1=NC(=C(C(=N1)Cl)[N+](=O)[O-])C 2,4-dichloro-5-nitro-6-methylpyrimidine